O=C1C=CC=CC=C1 7-oxocycloheptane-1,3,5-triene